NC=1C(=NC(=CC1)Br)NC(COC)=O N-(3-amino-6-bromopyridin-2-yl)-2-methoxyacetamide